[Zn].CN1C=C([C@H]2[C@H](O)[C@H](O)[C@@H](CO)O2)C(N(C1=O)CCC(C(=O)O)N)=O 1-methyl-3-(3-amino-3-carboxypropyl)pseudouridine zinc